C1(CC1)N1CC(C(CC1)OC=1C=CC(=NC1)C1=NSC(=N1)NC1=NC=CC=C1NC)(F)F N2-(3-(5-(1-cyclopropyl-3,3-difluoropiperidin-4-yloxy)pyridin-2-yl)-1,2,4-thiadiazol-5-yl)-N3-methyl-pyridine-2,3-diamine